Isobutyl 3-(1-((1-(2-((4-(sec-butyl)phenyl)sulfonamido)ethyl)piperidin-4-yl)methyl)-1H-1,2,3-triazol-4-yl)-5-fluoro-1H-indol-2-carboxylat C(C)(CC)C1=CC=C(C=C1)S(=O)(=O)NCCN1CCC(CC1)CN1N=NC(=C1)C1=C(NC2=CC=C(C=C12)F)C(=O)OCC(C)C